(R)-N-(5-(4-(4,5-difluoro-2-(2-hydroxypropan-2-yl)phenyl-amino)-1,3,5-triazin-2-ylamino)-2-(2-((dimethylamino)methyl)pyrrolidin-1-yl)-4-methoxyphenyl)acrylamide FC1=CC(=C(C=C1F)NC1=NC(=NC=N1)NC=1C(=CC(=C(C1)NC(C=C)=O)N1[C@H](CCC1)CN(C)C)OC)C(C)(C)O